tert-butyl 4-(3-fluoro-4-((6-(2-methoxyphenyl)-8,9-dihydroimidazo[1',2':1,6]pyrido[2,3-d]pyrimidin-2-yl)amino)phenyl)piperazine-1-carboxylate FC=1C=C(C=CC1NC=1N=CC2=C(N1)N1C(C(=C2)C2=C(C=CC=C2)OC)=NCC1)N1CCN(CC1)C(=O)OC(C)(C)C